O-(tert-butyl)-N-((S)-4-phenyl-2-(3-phenylpropanamido)butanoyl)-L-threonineAl C(C)(C)(C)O[C@@H]([C@H](NC([C@H](CCC1=CC=CC=C1)NC(CCC1=CC=CC=C1)=O)=O)C=O)C